COC(=O)C1=CC2=C(N=C(S2)N)C(=C1)OC 2-amino-4-methoxybenzo[d]thiazole-6-carboxylic acid methyl ester